methyl (R)-2-((1-(2-(4,4-dimethylpiperidin-1-yl)-6-methyl-4-oxo-4H-pyrano[2,3-c]pyridin-8-yl)ethyl)amino)benzoate CC1(CCN(CC1)C1=CC(C=2C(=C(N=C(C2)C)[C@@H](C)NC2=C(C(=O)OC)C=CC=C2)O1)=O)C